2-(2-Benzyloxyphenyl)benzimidazole C(C1=CC=CC=C1)OC1=C(C=CC=C1)C=1NC2=C(N1)C=CC=C2